C(#N)C1=CC(=CC=2N=C(OC21)C=2C(=C(C=CC2)C2=C(C(=CC=C2)NC=2N=CC=C1C=C(C=NC21)CN2C[C@@H](CC2)O)C)C)CN2C[C@@](CC2)(C(=O)O)C (R)-1-((7-cyano-2-(3'-(3-(((R)-3-hydroxypyrrolidin-1-yl)methyl)-1,7-naphthyridin-8-ylamino)-2,2'-dimethylbiphenyl-3-yl)benzo[d]oxazol-5-yl)methyl)-3-methylpyrrolidine-3-carboxylic acid